4-[[(2R,3S,4R,5S)-3-[3,4-Difluoro-2-(trideuteriomethoxy)phenyl]-4,5-dimethyl-5-(trifluoromethyl)tetrahydrofuran-2-carbonyl]amino]-1-oxido-pyridin-1-ium-2-carboxamid FC=1C(=C(C=CC1F)[C@H]1[C@@H](O[C@@]([C@@H]1C)(C(F)(F)F)C)C(=O)NC1=CC(=[N+](C=C1)[O-])C(=O)N)OC([2H])([2H])[2H]